bis(1-pyrazolyl)boronic acid N1(N=CC=C1)OBON1N=CC=C1